BrC1=NC(=CC(=C1)OCC1COC1)S(=O)(=O)C 2-bromo-6-methanesulfonyl-4-(oxetan-3-ylmethoxy)pyridine